ClC1=C(C(=O)NC(C(=O)O)CC2=CC=C(C=C2)OCC2CC(C2)NC2=NC=CC=C2)C(=CC=C1)Cl 2-(2,6-dichlorobenzamido)-3-(4-((3-(pyridin-2-ylamino)cyclobutyl)methoxy)phenyl)propanoic acid